4,5-di(3,4-dicarboxyphenyl)phthalic acid C(=O)(O)C=1C=C(C=CC1C(=O)O)C=1C=C(C(C(=O)O)=CC1C1=CC(=C(C=C1)C(=O)O)C(=O)O)C(=O)O